C(CCCCCCC)OC(C(C)C1=CC(=C(C(=C1)C(C)(C)C)O)C(C)(C)C)=O (3,5-di-tert-butyl-4-hydroxyphenyl)propionic acid octyl ester